(3-fluoro-4-oxo-7-(thiophen-2-yl)-1,2,3,4-tetrahydronaphthalene-1-yl)acetic acid methyl ester COC(CC1CC(C(C2=CC=C(C=C12)C=1SC=CC1)=O)F)=O